C(C)(C)(C)OC(N[C@H]1C[C@H](CC1)C1=NN(C(=C1)NC=1C(=NC=CC1)C)C(C)(C)C)=O (1r,3s)-3-(1-(tert-butyl)-5-((2-methylpyridin-3-yl)amino)-1H-pyrazol-3-yl)cyclopentyl-carbamic acid tert-butyl ester